ClC1=CC=C(C(=C1CO)F)F (6-chloro-2,3-difluorophenyl)methanol